N-((S)-3-(4-(2-(3,5-dichloro-4-((R)-3-chloro-2-hydroxypropoxy)phenyl)propan-2-yl)phenoxy)-2-hydroxypropyl)acetamide ClC=1C=C(C=C(C1OC[C@H](CCl)O)Cl)C(C)(C)C1=CC=C(OC[C@H](CNC(C)=O)O)C=C1